O=C1NC(CCC1N1C(C2=CC=CC(=C2C1=O)NCC1=CC(=C(CN2CCN(CC2)C=2C(=NC=CC2)C(=O)N)C=C1)C)=O)=O 3-(4-(4-((2-(2,6-dioxopiperidin-3-yl)-1,3-dioxoisoindolin-4-ylamino)methyl)-2-methylbenzyl)piperazin-1-yl)picolinamide